(pyrazin-2-yl)-5-nitrofuran-2-carboxamide N1=C(C=NC=C1)C1=C(OC(=C1)[N+](=O)[O-])C(=O)N